CC=1C=CC=2N(C3=CC=C(C=C3C2C1)C)C1=C(C#N)C=CC(=C1)C1=CC(=NC(=C1)C1=CC(=NC(=C1)C1=CC=CC=C1)C1=CC=CC=C1)C1=CC(=NC(=C1)C1=CC=CC=C1)C1=CC=CC=C1 2-(3,6-dimethyl-9H-carbazol-9-yl)-4-(2,2'',6,6''-tetraphenyl-[4,2':6',4''-terpyridin]-4'-yl)benzonitrile